5-(difluoromethoxy)cyclohexane-1,3-diyl bis(4-methylbenzenesulfonate) CC1=CC=C(C=C1)S(=O)(=O)OC1CC(CC(C1)OC(F)F)OS(=O)(=O)C1=CC=C(C=C1)C